C(C1=CC=CC=C1)OC1=NC(=CC=C1C1=NN(C2=CC(=CC=C12)N1CCC(CC1)O[C@H]1[C@@H](CC2(CN(C2)C(=O)OC(C)(C)C)CC1)C)C)OCC1=CC=CC=C1 tert-butyl (6R,7R)-7-[[1-[3-(2,6-dibenzyloxy-3-pyridyl)-1-methyl-indazol-6-yl]-4-piperidyl]oxy]-6-methyl-2-azaspiro[3.5]nonane-2-carboxylate